2-cinnolin-2-ium-2-ylethyl(trifluoromethylsulfonyl)azanide N1=[N+](C=CC2=CC=CC=C12)CC[N-]S(=O)(=O)C(F)(F)F